(S)-2-(3-(1-methyl-1H-pyrazol-4-yl)benzoylamino)-5-(3-(5,6,7,8-tetrahydro-1,8-naphthyridin-2-yl)propoxy)pentanoic acid CN1N=CC(=C1)C=1C=C(C(=O)N[C@H](C(=O)O)CCCOCCCC2=NC=3NCCCC3C=C2)C=CC1